O1C2=C(OCC1C#N)C(=C(C(=C2[2H])[2H])[2H])[2H] 2,3-dihydrobenzo[b][1,4]dioxin-2-carbonitrile-5,6,7,8-d4